NC=1C2=C(N=CN1)N(C=C2C2=CC=C(C=1N2C=CN1)NC(=O)NC1=CC(=CC(=C1)C(F)(F)F)CN1CCN(CC1)C)C1CC1 1-(5-(4-AMINO-7-CYCLOPROPYL-7H-PYRROLO[2,3-D]PYRIMIDIN-5-YL)IMIDAZO[1,2-A]PYRIDIN-8-YL)-3-(3-((4-METHYLPIPERAZIN-1-YL)METHYL)-5-(TRIFLUOROMETHYL)PHENYL)UREA